2-((4-(3,3-difluoro-1-(4-(trifluoromethyl)phenyl)cyclobutoxy)-2-methylene-4-oxobutanoyl)oxy)acetic acid FC1(CC(C1)(OC(CC(C(=O)OCC(=O)O)=C)=O)C1=CC=C(C=C1)C(F)(F)F)F